C/C/1=C\CCC(=C)[C@@H]2CC([C@H]2CC1)(C)C (+)-beta-caryophyllene